[Br-].ClC1=CC=C2C(C(N(C2=C1)C)=O)[N+]1=CC(=CC=C1)C(=O)OC 1-(6-chloro-2,3-dihydro-1-methyl-2-oxo-1H-indol-3-yl)-3-(methoxycarbonyl)-pyridinium Bromide salt